3-pentene-2-one CC(C=CC)=O